trans-phenyl-(5-(2-(piperidin-4-ylmethyl-amino)cyclopropyl)indolin-1-yl)methanone C1(=CC=CC=C1)C(=O)N1CCC2=CC(=CC=C12)[C@H]1[C@@H](C1)NCC1CCNCC1